choline 3-(2-fluoro-5-((5-fluorobenzo[d]thiazol-4-yl)methoxy)-4-methoxyphenyl)-2,4-dioxo-1,2,3,4-tetrahydrothieno[3,4-d]pyrimidine-5-carboxylate salt FC1=C(C=C(C(=C1)OC)OCC1=C(C=CC2=C1N=CS2)F)N2C(NC=1C(C2=O)=C(SC1)C(=O)[O-])=O.OCC[N+](C)(C)C